FC1=NC=CC=C1OB(O)O (2-fluoro-3-pyridinyl)boric acid